(1-hexamethyleneimino)benzylideneaniline lithium mono-lithium [Li].[Li].N1(CCCCCC1)C1(C=NC2=CC=CC=C2)CC=CC=C1